FC1(CCN(CC1)C1=NC(=NC=C1)NC1CC2(CC(C2)OC2=C(C(=O)N)C=CC=N2)C1)F 2-(((2S,4s,6S)-6-((4-(4,4-difluoro-piperidin-1-yl)pyrimidin-2-yl)amino)spiro[3.3]heptan-2-yl)oxy)nicotinamide